(E)-2-methyl-N-((tetrahydro-2H-pyran-4-yl)methylene)propane-2-sulfonamide CC(C)(C)S(=O)(=O)/N=C/C1CCOCC1